racemic-7-isopropoxy-N-(1-methyl-1H-pyrazol-3-yl)-2-(1-methyl-2-oxabicyclo[2.2.1]heptan-4-yl)imidazo[1,2-a]pyrimidine-6-carboxamide C(C)(C)OC1=NC=2N(C=C1C(=O)NC1=NN(C=C1)C)C=C(N2)C21COC(CC2)(C1)C